C(CC1=CC=CC=C1)N1CC2(C(C1)C(=O)OC)CCN(CC2)CC=2C=NC=CC2 Methyl 2-phenethyl-8-(pyridin-3-ylmethyl)-2,8-diazaspiro[4.5]decane-4-carboxylate